C[C@@H]1N(CCOC1)C(=N)N (S)-3-methylmorpholine-4-formamidine